C(C1=CC=CC=C1)OC1=C(N2C(C3=C(C(=CC=C13)F)Br)=NC=N2)C(=O)OC Methyl 6-(benzyloxy)-10-bromo-9-fluoro-[1,2,4]triazolo[5,1-a]isoquinoline-5-carboxylate